ClC1=NC=C(C(=N1)N[C@H]1C[C@H](CCC1)O)C#N 2-chloro-4-((1R,3S)-3-hydroxycyclohexyl-amino)pyrimidine-5-carbonitrile